(6-(2-methoxyethyl)-5,6,7,8-tetrahydro-1,6-naphthyridin-2-yl)methanol COCCN1CC=2C=CC(=NC2CC1)CO